C(C)(=O)O.OOCCCCCCCCC(C)C isoundecyl hydroxy ether acetate